N1=C(C=CC=C1C1=C(C=CC(=C1)C(C)C)C=1C(=C(C=C(C1)F)C12C[C@]3(C[C@](CC(C1)C3)(C2)C)C)O)C2=C(C=CC(=C2)C(C)C)C=2C(=C(C=C(C2)F)C23C[C@]1(C[C@](CC(C2)C1)(C3)C)C)O 2',2'''-(pyridine-2,6-diyl)bis(3-((1r,3R,5S,7r)-3,5-dimethyladamantan-1-yl)-5-fluoro-4'-isopropyl-[1,1'-biphenyl]-2-ol)